C(\C=C/CCCCCCCCCCCC=CCCCCCCCC)(=O)O (Z)-tetracosen-15-enoic acid